(1S,3R)-3-acetylamino-N-(5-chloro-4-(3-isopropyl-3H-imidazo[4,5-b]pyridin-5-yl)pyridin-2-yl)cyclohexane-1-carboxamide C(C)(=O)N[C@H]1C[C@H](CCC1)C(=O)NC1=NC=C(C(=C1)C1=CC=C2C(=N1)N(C=N2)C(C)C)Cl